(R)-N-[(1R)-1-(3-cyclopropyl-6-fluoro-4-oxo-2-tetrahydropyran-4-yl-quinazolin-8-yl)ethyl]-2-methyl-propane-2-sulfinamide C1(CC1)N1C(=NC2=C(C=C(C=C2C1=O)F)[C@@H](C)N[S@](=O)C(C)(C)C)C1CCOCC1